5-[[5-(3-bromo-4-fluoro-phenyl)tetrazol-2-yl]methyl]-N-(2-carbamoyl-4-chloro-6-methyl-phenyl)-2-(3-chloro-2-pyridyl)pyrazole-3-carboxamide BrC=1C=C(C=CC1F)C=1N=NN(N1)CC=1C=C(N(N1)C1=NC=CC=C1Cl)C(=O)NC1=C(C=C(C=C1C)Cl)C(N)=O